(8aR,12aR)-8,8,11-trimethyl-2-(2-oxopropyl)-5-pentyl-8a,9,10,12a-tetrahydro-4H,8H-benzo[c][1,3]dioxino[4,5-f]chromen CC1(OC2=CC(=C3C(=C2[C@H]2[C@H]1CCC(=C2)C)OC(OC3)CC(C)=O)CCCCC)C